2-(3-((2-((3S,4R)-3-fluoro-4-hydroxy-3-methylpiperidin-1-yl)pyrimidin-4-yl)amino)-8-((R)-2-methylazetidin-1-yl)isoquinolin-5-yl)propanenitrile F[C@]1(CN(CC[C@H]1O)C1=NC=CC(=N1)NC=1N=CC2=C(C=CC(=C2C1)C(C#N)C)N1[C@@H](CC1)C)C